1-carboxyhydrazine C(=O)(O)NN